FC(C=1C=C2CNCC2=CC1)(F)F 5-(trifluoromethyl)isoindolin